sulfur dioxide oxide sulfur [S].S(=O)(=O)=O